C(C)(C)OC(=O)C=1NC2=CC=C(C=C2C1)F 5-Fluoro-1H-indole-2-carboxylic acid isopropyl ester